COC=1C=NC=C(C1C1=CC(=NN1)NC=1N=CC(=NC1)C#N)O[C@H]1C[C@@H](CC1)NC 5-{[5-(3-methoxy-5-{[(1R,3R)-3-(methylamino)cyclopentyl]oxy}pyridin-4-yl)-1H-pyrazol-3-yl]amino}pyrazine-2-carbonitrile